2-acetamido-4-(hydroxymethylphosphinyl)-2-butenoic acid C(C)(=O)NC(C(=O)O)=CCP(=O)CO